FC(C1=C(C=CC=C1)C#N)(F)F 2-trifluoromethylcyanobenzene